C(C)(C)(C)OC(N[C@@H]1CCCC12CCN(CC2)C2=NC(=C(N=C2C(C)=O)SC2=C(C(=CC=C2)Cl)Cl)C)=O (R)-(8-(3-acetyl-5-((2,3-dichlorophenyl)thio)-6-methylpyrazin-2-yl)-8-azaspiro[4.5]Dec-1-yl)carbamic acid tert-butyl ester